C(C1=CC=CC=C1)NC(CN(C(OC(C)(C)C)=O)C)=O tert-Butyl (2-(Benzylamino)-2-oxoethyl)(methyl)carbamate